OC1CC(CC1)N(C1=C2C(=NC=C1C(=O)OCC)NC=C2)C ethyl 4-((3-hydroxycyclopentyl) (methyl) amino)-1H-pyrrolo[2,3-b]pyridine-5-carboxylate